N-(4-(4-amino-7-cyano-1-methyl-3-(4-((6-methylpyridin-2-yl)oxy)phenyl)-1H-pyrrolo[3,2-c]pyridin-2-yl)-3-chlorophenyl)acrylamide NC1=NC=C(C2=C1C(=C(N2C)C2=C(C=C(C=C2)NC(C=C)=O)Cl)C2=CC=C(C=C2)OC2=NC(=CC=C2)C)C#N